N-(2-ethyl-1-(2-((4-methoxybenzyl)amino)-2-oxoethyl)-1H-imidazol-4-yl)-3-fluoro-5-(trifluoromethyl)benzamide C(C)C=1N(C=C(N1)NC(C1=CC(=CC(=C1)C(F)(F)F)F)=O)CC(=O)NCC1=CC=C(C=C1)OC